methyl 6-(2,4-dichlorophenyl)-5-{4-[1-(3-fluoropropyl)-pyrrolidin-3-yloxy]-phenyl}-8,9-dihydro-7H-benzocycloheptene-2-carboxylate ClC1=C(C=CC(=C1)Cl)C1=C(C2=C(CCC1)C=C(C=C2)C(=O)OC)C2=CC=C(C=C2)OC2CN(CC2)CCCF